BrC1=C(C=C2C(=NC(=NC2=C1F)OC[C@H]1N(CCC1)C)N1CCN(CC1)C(=O)OC(C)(C)C)C(F)F tert-butyl (S)-4-(7-bromo-6-(difluoromethyl)-8-fluoro-2-((1-methylpyrrolidin-2-yl)methoxy)quinazolin-4-yl)piperazine-1-carboxylate